1-(6-(3,3-difluoro-1,2,3,6-tetrahydropyridin-4-yl)-5-fluoro-1-methyl-1H-indazol-3-yl)dihydropyrimidine-2,4(1H,3H)-dione FC1(CNCC=C1C1=C(C=C2C(=NN(C2=C1)C)N1C(NC(CC1)=O)=O)F)F